5-(N-methyl-2-chloroacetamido)-2,4,6-triiodo-N,N'-bis(2,3-bis(2-chloroacetoxy)propyl)-isophthalamide CN(C(CCl)=O)C=1C(=C(C(=C(C(=O)NCC(COC(CCl)=O)OC(CCl)=O)C1I)I)C(=O)NCC(COC(CCl)=O)OC(CCl)=O)I